N1N(CCC1)C(=O)O Aza-Prolin